1-(4-(2-aminothiazolo[5,4-b]pyridin-5-yl)phenyl)pyrrolidin-2-one NC=1SC2=NC(=CC=C2N1)C1=CC=C(C=C1)N1C(CCC1)=O